C(CCCCCCC)C=1N=NN(N1)CC1=CC=C(C=C1)C=C 5-octyl-2-(4-vinylbenzyl)-2H-tetrazole